(3S)-3-(4-fluoro-2',4',5,6'-tetramethyl-[1,1'-biphenyl]-3-yl)-3-(2-(3-fluoro-5-(2-(3-methoxyazetidin-1-yl)ethyl)-4-methyl-2-oxopyridin-1(2H)-yl)-4-methylpentanamido)propanoic acid FC1=C(C=C(C=C1C)C1=C(C=C(C=C1C)C)C)[C@H](CC(=O)O)NC(C(CC(C)C)N1C(C(=C(C(=C1)CCN1CC(C1)OC)C)F)=O)=O